lithium trithiocarbonate C([S-])([S-])=S.[Li+].[Li+]